(1R,4R,5S)-5-(7-bromo-6-fluoro-8-methyl-4-(methylsulfanyl)-2-((2-oxooxazolidin-3-yl)methyl)-1H-pyrrolo[3,2-c]quinolin-1-yl)-2-azabicyclo[2.1.1]hexane-2-carboxylic acid tert-butyl ester C(C)(C)(C)OC(=O)N1[C@H]2[C@H]([C@@H](C1)C2)N2C(=CC=1C(=NC=3C(=C(C(=CC3C12)C)Br)F)SC)CN1C(OCC1)=O